N(=O)N(CCC(=O)O)C N-NITROSO-N-METHYL-3-AMINOPROPIONIC ACID